N,N-dimethylanilinium tetrakis(perfluorophenyl)borate GERMANIUM-TIN [Sn].[Ge].FC1=C(C(=C(C(=C1F)F)F)F)[B-](C1=C(C(=C(C(=C1F)F)F)F)F)(C1=C(C(=C(C(=C1F)F)F)F)F)C1=C(C(=C(C(=C1F)F)F)F)F.C[NH+](C1=CC=CC=C1)C